P1OOC=CC=C1 3,2-dioxaphosphepin